BrC=1C=CC=C2C(CC(OC12)(C)C1=C(C=C(C=C1)Cl)F)=O 8-bromo-2-(4-chloro-2-Fluorophenyl)-2-methylchroman-4-one